The molecule is an alkaloid isolated from Glechoma hederaceae. It has a role as a metabolite. It is an alkaloid, a gamma-lactone and a monocarboxylic acid. CC1=C2C[C@H]3[C@]4(CC[C@H]([C@]4(C[C@@]2(N3C)OC1=O)C)N)C